ethyl (E)-3-(4-(dibutylamino)-3-nitrophenyl)but-2-enoate C(CCC)N(C1=C(C=C(C=C1)/C(=C/C(=O)OCC)/C)[N+](=O)[O-])CCCC